NC=1C(=NN(C1)C)OC1CN(C1)C(C)O 1-(3-((4-amino-1-methyl-1H-pyrazol-3-yl)oxy)azetidin-1-yl)ethanol